4-(2,3-difluoro-4-(4,5-difluoro-1,3-dioxaborolan-2-yl)phenyl)-3-methyl-1-((2-(trimethylsilyl)ethoxy)methyl)-1H-pyrazole FC1=C(C=CC(=C1F)B1OC(C(O1)F)F)C=1C(=NN(C1)COCC[Si](C)(C)C)C